CN(CCCN)C 3-(Dimethylamino)propylamine